C(C)(C)(C)C=1C=C(C=C(C1)C(C)(C)C)C1=CC=C(C=C1)Br 3',5'-di-tert-butyl-4-bromobiphenyl